Hexan-1,6-diyl di((Z)-oct-3-en-1-yl) bis(vinylphosphonate) C(=C)P(OCCCCCCOP(OCC\C=C/CCCC)(=O)C=C)(OCC\C=C/CCCC)=O